4-(cyclopropylmethylamino)-3-(1,5-dimethyl-6-oxopyridin-3-yl)benzenesulfonamide C1(CC1)CNC1=C(C=C(C=C1)S(=O)(=O)N)C1=CN(C(C(=C1)C)=O)C